ethyl 1-((8-(3-hydroxyoxetan-3-yl)imidazo[1,2-a]pyridin-2-yl)methyl)-1H-1,2,3-triazole-4-carboxylate OC1(COC1)C=1C=2N(C=CC1)C=C(N2)CN2N=NC(=C2)C(=O)OCC